C[Si](CCOCN1N=CC2=CC(=C(C=C12)OC)NC1=NC=NC(=C1)NC1=NC=CC=C1)(C)C 1-((2-(Trimethylsilyl)ethoxy)methyl)-5-(6-(pyridin-2-ylamino)pyrimidin-4-ylamino)-6-methoxyindazole